C(C)(C)(C)OC(=O)N1CC(CCC1)C1=C(C=CC=C1)CN1C(NC(C2=C1C=CN2)=O)=C=S 3-(2-((4-Oxo-2-thiocarbonyl-2,3,4,5-tetrahydro-1H-pyrrolo[3,2-d]pyrimidin-1-yl)methyl)phenyl)piperidine-1-carboxylic acid tert-butyl ester